(7R)-1-(3-bromo-4-fluoro-phenyl)-7-hydroxy-4,5,6,7-tetrahydroindazole-3-carbonitrile BrC=1C=C(C=CC1F)N1N=C(C=2CCC[C@H](C12)O)C#N